C(\C=C\C=CCCC)=O 2-trans-octadienal